[Cu].[Au].[Ni] nickel-gold copper